hydroxy-6,6-dimethyl-3-(2-methyl-2-octanyl)-6a,7,10,10a-tetrahydro-6H-benzo[c]chromene-9-carboxylic acid OC1=C2C3C(C(OC2=CC(=C1)C(C)(CCCCCC)C)(C)C)CC=C(C3)C(=O)O